CC(C(=O)O)CCC methyl-pentanoic acid